CO[C@H]1CO[C@H]2[C@@H]1OC[C@@H]2OC2=C(C=C(C=C2)N2N=CC(=C2)C(=O)O)N2N=NN=C2 1-(4-{[(3S,3aR,6S,6aR)-6-methoxyhexahydrofuro[3,2-b]furan-3-yl]oxy}-3-(1H-tetrazol-1-yl)phenyl)-1H-pyrazole-4-carboxylic acid